NC1=CC=C2CC(NC2=C1)=O 6-amino-1,3-dihydro-2H-indol-2-one